FC1=NC(=C2N=CN(C2=N1)C1OCC1)NCC1=C(C(=CC=C1)C)O 2-fluoro-6-[(2-hydroxy-3-methylbenzyl)amino]-9-(oxetan-2-yl)-9H-purine